7-keto-5β-cholan-24-oic acid O=C1[C@H]2[C@@H]3CC[C@H]([C@@H](CCC(=O)O)C)[C@]3(CC[C@@H]2[C@]2(CCCC[C@H]2C1)C)C